N-((3aR,8S,11aS,12aR,12bS,15S,16aS)-15-cyano-12,12-dimethyl-1,9,13-trioxoicosahydrocyclopropa[3,4]pyrrolo[1,2-a]pyrrolo[3,4-g][1,4]diazacyclotetradecin-8-yl)-3,3-dimethylbutanamide C(#N)[C@H]1NC([C@H]2N(C([C@H](CCCC[C@@H]3[C@H](C1)C(NC3)=O)NC(CC(C)(C)C)=O)=O)C[C@H]3[C@@H]2C3(C)C)=O